3-[[4-[(2R)-2-Amino-4,4-dimethyl-pentoxy]-6-(2-isopropoxy-6-methyl-phenyl)-5-methyl-pyrimidin-2-yl]sulfamoyl]benzoic acid N[C@@H](COC1=NC(=NC(=C1C)C1=C(C=CC=C1C)OC(C)C)NS(=O)(=O)C=1C=C(C(=O)O)C=CC1)CC(C)(C)C